Nitroformat [N+](=O)([O-])C(=O)[O-]